[Al].[Fe].[Ni].[Li] lithium-nickel-iron-aluminum